5'-chloro-2'-(5-methoxy-1H-1,3-benzodiazol-2-yl)-2-(5-oxo-2,5-dihydro-1,2,4-oxadiazol-3-yl)-N-[(1R)-1-phenylbutyl]-[1,1'-biphenyl]-4-carboxamide ClC=1C=CC(=C(C1)C1=C(C=C(C=C1)C(=O)N[C@H](CCC)C1=CC=CC=C1)C=1NOC(N1)=O)C1=NC2=C(N1)C=CC(=C2)OC